C(C)(C)(C)O[C@H](C(=O)OCC)C1=C(C2=C(N=C(S2)C=2C=C3C(=NN(C3=CC2)C)[C@H]2CN(CC2)C(=O)OC(C)(C)C)C=C1C)C1=CC=C(C=C1)Cl tert-butyl (R)-3-(5-(6-((S)-1-(tert-butoxy)-2-ethoxy-2-oxoethyl)-7-(4-chlorophenyl)-5-methylbenzo[d]thiazol-2-yl)-1-methyl-1H-indazol-3-yl)pyrrolidine-1-carboxylate